N1N=CC=2N1C1=CC=CC=C1C(N2)=O triazolo[1,5-a]quinazolin-5-one